FC=1C=CC(=NC1)C1=NN2C(COC(C2)(C([2H])([2H])[2H])C([2H])([2H])[2H])=C1C1=C2C(=NC(=C1)C)NN=C2 2-(5-Fluoropyridin-2-yl)-6,6-bis(methyl-d3)-3-(6-methyl-1H-pyrazolo[3,4-b]pyridin-4-yl)-6,7-dihydro-4H-pyrazolo[5,1-c][1,4]oxazine